1,3,4-triglycoyl-beta-D-glucopyranose NCC(=O)[C@]1(O)[C@H](O)[C@@](O)([C@](O)([C@H](O1)CO)C(CN)=O)C(CN)=O